N[C@H]1[C@H](N(CC1)C1=NC(=CC(=C1C#N)C(F)(F)F)C)C(=O)N(C)C1=CC(=CC=C1)F (2S,3R)-3-amino-1-(3-cyano-6-methyl-4-(trifluoromethyl)pyridin-2-yl)-N-(3-fluorophenyl)-N-methylpyrrolidine-2-carboxamide